BrC=1C=C2CN(C(C2=CC1)=O)C1CCC(CC1)C(=O)NC1=CC(=C(C=C1)C)OC (1s,4s)-4-(5-bromo-1-oxoisoindolin-2-yl)-N-(3-methoxy-4-methylphenyl)cyclohexanecarboxamide